triisocyanatobutane N(=C=O)C(CCC)(N=C=O)N=C=O